((9,10-dioxo-9,10-dihydroanthracene-1,4-diyl)bis(azanediyl))bis(ethane-2,1-diyl)bis(2-methylacrylate) O=C1C2=CC=CC=C2C(C=2C(=CC=C(C12)NCCC=C(C(=O)[O-])C)NCCC=C(C(=O)[O-])C)=O